2-[2-(dimethylamino)ethylsulfanyl]-5-(4-fluorophenyl)-N-[4-methyl-3-[[3-(9-tetrahydropyran-2-ylpurin-6-yl)-2-pyridyl]amino]phenyl]-1H-imidazole-4-carboxamide CN(CCSC=1NC(=C(N1)C(=O)NC1=CC(=C(C=C1)C)NC1=NC=CC=C1C1=C2N=CN(C2=NC=N1)C1OCCCC1)C1=CC=C(C=C1)F)C